C(C)[C@@H]1N(C[C@H](N(C1)[C@@H](C)C=1C=C2N=CC=NC2=CC1)CC)C=1C=2C(NC(C1)=O)=CN(N2)CC#N (7-((2S,5R)-2,5-diethyl-4-((S)-1-(quinoxalin-6-yl)ethyl)piperazin-1-yl)-5-oxo-4,5-dihydro-2H-pyrazolo[4,3-b]pyridin-2-yl)acetonitrile